NC1=C(C(NC2=C(C=CC=C12)C1=C(C=CC(=C1)OCC1=CN=CN1C)F)=O)C(=O)NCCC 4-amino-8-(2-fluoro-5-((1-methyl-1H-imidazol-5-yl)methoxy)phenyl)-2-oxo-N-propyl-1,2-dihydroquinoline-3-carboxamide